FC=1C(=C(C=CC1)NC1=C(NC2=C1C(NCC2)=O)C2=C(C=NC=C2)C#C[C@@]2(N(CCC2)C(C=C)=O)C)C 3-[(3-fluoro-2-methylphenyl)amino]-2-(3-{2-[(2R)-2-methyl-1-(prop-2-enoyl)pyrrolidin-2-yl]ethynyl}pyridin-4-yl)-1H,5H,6H,7H-pyrrolo[3,2-c]pyridin-4-one